tert-butyl (2-((2-aminoethyl)di-sulfaneyl)ethyl)carbamate NCCSSCCNC(OC(C)(C)C)=O